ClC=1C=C(OC2=CC=C(C=N2)CN2C(C(=C(CC2)O)C(=O)NCC(=O)O)=O)C=CC1C N-[(1-{[6-(3-chloro-4-methylphenoxy)-3-pyridinyl]methyl}-4-hydroxy-2-oxo-1,2,5,6-tetrahydro-3-pyridinyl)carbonyl]glycine